CC1=NNC(=C1C=1C=CC(=NC1F)NC([C@H](C1CCC(CC1)C)NC(=O)C=1N(N=CC1)CCCOC)=O)C N-[(1S)-2-[[5-(3,5-dimethyl-1H-pyrazol-4-yl)-6-fluoro-2-pyridyl]amino]-1-(4-methylcyclohexyl)-2-oxo-ethyl]-2-(3-methoxypropyl)pyrazole-3-carboxamide